(1,2,4-triazole-1-yl-methyl)-(1-chloro-cyclopropane-1-yl)methanone N1(N=CN=C1)CC(=O)C1(CC1)Cl